8-(6-(3-(dimethylamino)propoxy)pyridin-3-yl)-7-fluoro-1-isopropyl-3-methyl-1,3-dihydro-2H-imidazo[4,5-c]cinnolin-2-one CN(CCCOC1=CC=C(C=N1)C1=CC=2C3=C(N=NC2C=C1F)N(C(N3C(C)C)=O)C)C